CC=1C=C(C=CC1C)C(C(CC(F)F)C1=CC=CC=C1)=O 1-(3,4-dimethylphenyl)-4,4-difluoro-2-phenylbutan-1-one